2-(2,4-Difluoro-phenyl)-1a,2,5,5a-tetrahydro-1H-2,3-diaza-cyclopropa[a]pentalene-4-carboxylic acid (6-trifluoromethyl-pyridin-3-yl)-amide FC(C1=CC=C(C=N1)NC(=O)C=1C=2CC3C(C2N(N1)C1=C(C=C(C=C1)F)F)C3)(F)F